CC=1N(C(=C2C(N(N=CC21)C2=CC=C(C=C2)C)=O)C)C2=CC=CC=C2 5,7-Dimethyl-6-phenyl-2-(p-tolyl)-2,6-dihydro-1H-pyrrolo[3,4-d]pyridazin-1-one